C(C1=CC=CC=C1)NC(=S)N\N=C\1/C(NC2=CC(=CC=C12)OC)=O (Z)-N-benzyl-2-(6-methoxy-2-oxoindolin-3-ylidene)hydrazine-1-carbothioamide